BrC=1C=C(C(=NC1)OCCCN1CC(CC1)OC)NS(=O)(=O)C N-(5-Bromo-2-(3-(3-methoxypyrrolidin-1-yl)propoxy)pyridin-3-yl)methanesulfonamide